CC=1COCCC1 3-methyl-5,6-dihydropyran